CN1C=C(C=2C(N(C=C(C21)C)C)=O)C(=O)N2CC1(CC1C2)C2=CC(=CC=C2)C 1,5,7-trimethyl-3-((1-(3-methylphenyl)-3-azabicyclo[3.1.0]hex-3-yl)carbonyl)-1,5-dihydro-4H-pyrrolo[3,2-c]pyridin-4-one